2-[(aminooxy)methyl]morpholine dihydrochloride Cl.Cl.NOCC1CNCCO1